3-(1-(3,4-dichlorophenyl)pyrrolidin-3-yl)-2-fluoro-6-methoxybenzoic acid ClC=1C=C(C=CC1Cl)N1CC(CC1)C=1C(=C(C(=O)O)C(=CC1)OC)F